N1,N1-bis(2-methoxyethyl)ethane-1,2-diamine COCCN(CCN)CCOC